C(C)(C)(C)OC(=O)NC1=C(N=C2N1C=C(C(=C2F)OC)NC(=O)C2=C(C=C(C1=CN(N=C21)C)N2CCC(CC2)N(C(OC(C)(C)C)=O)CC)F)C tert-butyl N-[1-[7-[[3-(tert-butoxycarbonylamino)-8-fluoro-7-methoxy-2-methyl-imidazo[1,2-a]pyridin-6-yl]carbamoyl]-6-fluoro-2-methyl-indazol-4-yl]-4-piperidyl]-N-ethyl-carbamate